(S)-N-(1-cycloheptyl-2-((5-(3,5-dimethylisoxazol-4-yl)-3-fluoropyridin-2-yl)amino)-2-oxoethyl)-1-methyl-1H-pyrazole-5-carboxamide C1(CCCCCC1)[C@@H](C(=O)NC1=NC=C(C=C1F)C=1C(=NOC1C)C)NC(=O)C1=CC=NN1C